ClC1=C(C(=C(C(=C1O)Cl)Cl)Cl)Cl.[K] Kalium pentachlorophenol